N(=C=S)C=1C=C(C#N)C=CC1 3-isothiocyanatobenzonitrile